4-((4-(3-(allylamino)-2-(5-hydroxy-6-oxo-1,6-dihydropyrimidin-4-yl)propyl)phenyl)buta-1,3-diyn-1-yl)-N-(2-hydroxyethyl)benzamide C(C=C)NCC(CC1=CC=C(C=C1)C#CC#CC1=CC=C(C(=O)NCCO)C=C1)C=1N=CNC(C1O)=O